FC=1C(=C(C(=C(C1)B(C1=C(C(=C(C(=C1)F)F)F)F)C1=C(C(=C(C(=C1)F)F)F)F)F)F)F tri(tetrafluorophenyl)boron